tert-butyl (4-cyano-2-(trifluoromethyl)benzyl)carbamate C(#N)C1=CC(=C(CNC(OC(C)(C)C)=O)C=C1)C(F)(F)F